3-amino-N-(cyclopropylmethyl)-6-(3-methylimidazo[1,2-a]pyridin-6-yl)-5-(oxazol-2-yl)pyrazine-2-carboxamide NC=1C(=NC(=C(N1)C=1OC=CN1)C=1C=CC=2N(C1)C(=CN2)C)C(=O)NCC2CC2